methyl 5-bromo-2-(4-cyano-2-methoxy-phenoxy)pyridine-3-carboxylate BrC=1C=C(C(=NC1)OC1=C(C=C(C=C1)C#N)OC)C(=O)OC